(S)-N-((S)-(4-chlorophenyl)(1H-indazol-6-yl)methyl)-2-oxoimidazolidine-4-carboxamide ClC1=CC=C(C=C1)[C@H](NC(=O)[C@H]1NC(NC1)=O)C1=CC=C2C=NNC2=C1